4-chloro-N-[(1s,4s)-4-({2-cyanoimidazo[1,2-a]pyridin-5-yl}amino)cyclohexyl]benzamide ClC1=CC=C(C(=O)NC2CCC(CC2)NC2=CC=CC=3N2C=C(N3)C#N)C=C1